methyl-phosphonic acid (5-ethyl-2-methyl-2-oxo-1,3,2-dioxaphosphorinan-5-yl) methyl ester COP(OC1(COP(OC1)(=O)C)CC)(=O)C